CC1=CC=C(C=C1)S(=O)(=O)OCCOCCOCCOCCOCCO 2-[2-[2-[2-(2-hydroxyethoxy)ethoxy] ethoxy]ethoxy]ethyl 4-methylbenzenesulfonate